2-((((9H-fluoren-9-yl)methoxy)carbonyl)amino)-4-(1-(diphenyl(p-tolyl)methyl)-1H-imidazol-5-yl)butanoic acid C1=CC=CC=2C3=CC=CC=C3C(C12)COC(=O)NC(C(=O)O)CCC1=CN=CN1C(C1=CC=C(C=C1)C)(C1=CC=CC=C1)C1=CC=CC=C1